(S)-ethyl 8-(2-amino-6-((R)-1-(3',4'-difluoro-4-(3-methyl-1H-pyrazol-1-yl)-[1,1'-biphenyl]-3-yl)-2,2,2-trifluoroethoxy)pyrimidin-4-yl)-2,8-diazaspiro[4.5]decane-3-carboxylate NC1=NC(=CC(=N1)N1CCC2(C[C@H](NC2)C(=O)OCC)CC1)O[C@@H](C(F)(F)F)C=1C=C(C=CC1N1N=C(C=C1)C)C1=CC(=C(C=C1)F)F